N1(C=NC=C1)C=1C=C(C(=O)NC2CCC(CC2)OCCOC)C=C(N1)C=1C=NN(C1)C 2-(1H-imidazol-1-yl)-N-((1r,4r)-4-(2-methoxyethoxy)cyclohexyl)-6-(1-methyl-1H-pyrazol-4-yl)isonicotinamide